BrC=1C=C(C=2N(C1)N=C(C2)C=2NC=CC2)OC 6-bromo-4-methoxy-2-(1H-pyrrol-2-yl)-pyrazolo[1,5-a]pyridine